4,6-dichloro-5-methyl-pyridine-3-carboxylic acid ClC1=C(C=NC(=C1C)Cl)C(=O)O